1-bromo-2-(2-bromoethanesulfonyl)ethane BrCCS(=O)(=O)CCBr